The molecule is a polyunsaturated fatty acid anion that is the conjugate base of (4Z,7Z,10Z,13Z,16Z,19Z)-docosahexaenoic acid, obtained by deprotonation of the carboxy group; major species at pH 7.3. It has a role as a human metabolite. It is a docosahexaenoate and a (4Z,7Z,10Z,13Z,16Z,19Z)-docosahexaenoyl derivative. It is a conjugate base of an all-cis-docosa-4,7,10,13,16,19-hexaenoic acid. CC/C=C\\C/C=C\\C/C=C\\C/C=C\\C/C=C\\C/C=C\\CCC(=O)[O-]